N(=[N+]=[N-])C1CC2(CC(C2)[C@@H]2NC[C@H](CC2)C)C1 |r| rac-(2R,5S)-2-(6-Azidospiro[3.3]heptan-2-yl)-5-methylpiperidine